4-((4-(2-((6-chloropyridin-2-yl)oxy)ethoxy)-5-methylpyridin-2-yl)ethynyl)-N1-methyl-2,7-naphthyridine-1,6-diamine ClC1=CC=CC(=N1)OCCOC1=CC(=NC=C1C)C#CC1=CN=C(C2=CN=C(C=C12)N)NC